ClCC(COC1=NN(C=C1)C(C)=O)(C)O 1-(3-(3-chloro-2-hydroxy-2-methylpropyloxy)-1H-pyrazol-1-yl)ethanone